NC1=NC=C(C=C1O[C@H](C)C=1C=C(C=CC1)NC(C1=CC(=CC(=C1)C)C)=O)Cl (R)-N-(3-(1-((2-amino-5-chloropyridin-3-yl)oxy)ethyl)-phenyl)-3,5-dimethylbenzamide